tristearylphenol phosphate P(=O)(O)(O)OC1=C(C(=C(C=C1)CCCCCCCCCCCCCCCCCC)CCCCCCCCCCCCCCCCCC)CCCCCCCCCCCCCCCCCC